CN1N=CC(=C1)C1=CC(=CC(=N1)O)O 6-(1-methyl-1H-pyrazol-4-yl)pyridine-2,4-diol